(2S,4r)-1-((S)-2-(4-(5-chlorothien-2-yl)-1H-1,2,3-triazol-1-yl)-3-methylbutanoyl)-4-hydroxy-N-methylpyrrolidine-2-carboxamide ClC1=CC=C(S1)C=1N=NN(C1)[C@H](C(=O)N1[C@@H](C[C@H](C1)O)C(=O)NC)C(C)C